[Cl-].[Na+].[Al](Cl)(Cl)Cl aluminum trichloride sodium chloride